NC1(CC2C(C2C1)(F)F)C(=O)O 3-amino-6,6-difluorobicyclo[3.1.0]hexane-3-carboxylic acid